(2R)-N-((R or S)-(4-chlorophenyl)(1-(2,2,2-trifluoroethyl)piperidin-4-yl)methyl)-2-methyl-3-oxopiperazine-1-carboxamide ClC1=CC=C(C=C1)[C@H](NC(=O)N1[C@@H](C(NCC1)=O)C)C1CCN(CC1)CC(F)(F)F |o1:7|